(R)-4-((2-cyano-4-fluorophenyl)thio)-6-(1-(1-(1-hydroxypropan-2-yl)piperidin-4-yl)-5-methyl-1H-pyrazol-4-yl)pyrazolo[1,5-a]pyridine-3-carbonitrile C(#N)C1=C(C=CC(=C1)F)SC=1C=2N(C=C(C1)C=1C=NN(C1C)C1CCN(CC1)[C@@H](CO)C)N=CC2C#N